C1(CC1)C1=CC(=C(C(=N1)C(C)C)NC(=O)NS(=O)(=O)C=1C=NN2C1OCCC2)C(C)C N-((6-cyclopropyl-2,4-diisopropylpyridin-3-yl)carbamoyl)-6,7-dihydro-5H-pyrazolo[5,1-b][1,3]oxazine-3-sulfonamide